4-(1-hydroxy-1-methylethyl)cyclohexylacetic acid OC(C)(C)C1CCC(CC1)CC(=O)O